C(=C)C1=CC=C(CN(CC(=O)O)CC(=O)O)C=C1 N-(4-vinyl-benzyl)iminodiacetic acid